C(C)(=O)O[C@@H]1[C@H](CNC1)N1CCN(CCN(CCN(CC1)CC(OC(C)(C)C)=O)CC(OC(C)(C)C)=O)CC(=O)OC(C)(C)C (2S,3S,4S)-4-acetoxy-3-(4,7,10-tris(2-(tert-butoxy)-2-oxoethyl)-1,4,7,10-tetraazacyclododecan-1-yl)pyrrolidine